1,3-oxazinan-2-one O1C(NCCC1)=O